3-ethyl-((triethoxysilylpropoxy)methyl)oxetane C(C)C1C(OC1)COCCC[Si](OCC)(OCC)OCC